5,7-bis(benzyloxy)-2-(3,4,5-tris(benzyloxy)-2-fluorophenyl)-2H-chromene C(C1=CC=CC=C1)OC1=C2C=CC(OC2=CC(=C1)OCC1=CC=CC=C1)C1=C(C(=C(C(=C1)OCC1=CC=CC=C1)OCC1=CC=CC=C1)OCC1=CC=CC=C1)F